(S)-6-(2-methoxypropoxy)-4-(6-(piperazin-1-yl)pyridin-3-yl)pyrazolo[1,5-a]pyridine-3-carbonitrile dihydrochloride Cl.Cl.CO[C@H](COC=1C=C(C=2N(C1)N=CC2C#N)C=2C=NC(=CC2)N2CCNCC2)C